7-((5-Ethyl-6-methoxypyridin-2-yl)oxy)-2-azaspiro[3.5]nonan C(C)C=1C=CC(=NC1OC)OC1CCC2(CNC2)CC1